8-(4,4-difluorocyclohexyl)-6-(2,4-dimethoxypyrimidin-5-yl)imidazo[1,2-b]-pyridazine FC1(CCC(CC1)C=1C=2N(N=C(C1)C=1C(=NC(=NC1)OC)OC)C=CN2)F